NC1=C(C=C(C=C1C(N)=O)C1=CC=C(C=C1)C(=O)OCC)C1=CC=C(C=C1)S(N)(=O)=O ethyl 4'-amino-5'-carbamoyl-4''-sulfamoyl-[1,1':3',1''-terphenyl]-4-carboxylate